ClC=1C(=C(C=CC1)NCC(=O)N1C2CC(C(C1C(=O)NC(CC1C(NCCC1)=O)C#N)CC2)(F)F)C 2-((3-chloro-2-methylphenyl)glycyl)-N-(1-cyano-2-(2-oxopiperidin-3-yl)ethyl)-5,5-difluoro-2-azabicyclo[2.2.2]octane-3-carboxamide